NCC1=NC=C(C(=O)OCC)C=C1 ethyl 6-(aminomethyl)nicotinate